NC1(C(C1C(=O)C1=CC(=C(C=C1)Cl)Cl)C(=O)O)C 2-amino-3-[(3,4-dichlorophenyl)carbonyl]-2-methylcyclopropane-1-carboxylic acid